1-(4-{[3-(5-cyano-6-methoxypyridin-3-yl)-1-{[2-(trimethylsilyl)ethoxy]methyl}-1H-pyrrolo[2,3-b]pyridin-4-yl]oxy}-3,5-difluorophenyl)-3-[(3-methyloxetan-3-yl)methyl]urea C(#N)C=1C=C(C=NC1OC)C1=CN(C2=NC=CC(=C21)OC2=C(C=C(C=C2F)NC(=O)NCC2(COC2)C)F)COCC[Si](C)(C)C